(Z)-methacrylic acid C(C(=C)C)(=O)O